C(CCCCC)C(C(=O)OCCCCCCCCCO)CCCCCCCC 9-(2'-hexyldecanoyloxy)nonan-1-ol